C(C)(C)(C)C1=NC(=NO1)C(=O)NCC1=C(C=C(C=C1)C1=CC=NC=2N1N=C(C2)C)C 5-(tert-butyl)-N-(2-methyl-4-(2-methylpyrazolo[1,5-a]pyrimidin-7-yl)benzyl)-1,2,4-oxadiazole-3-carboxamide